tert-Butyl 4-(3-((5-bromo-3-nitropyridin-2-yl)oxy)propyl)piperazine-1-carboxylate BrC=1C=C(C(=NC1)OCCCN1CCN(CC1)C(=O)OC(C)(C)C)[N+](=O)[O-]